4-(8-((2-fluoro-5-(trifluoromethyl)benzoyl)-D-valyl)-2,4-dimethyl-1,3-dioxo-2,8-diazaspiro[4.5]decan-4-yl)benzoic acid FC1=C(C(=O)N[C@H](C(C)C)C(=O)N2CCC3(C(C(N(C3=O)C)=O)(C)C3=CC=C(C(=O)O)C=C3)CC2)C=C(C=C1)C(F)(F)F